2-(3-nitrophenyl)ethylamine hydrochloride Cl.[N+](=O)([O-])C=1C=C(C=CC1)CCN